O=C1CC[C@H](N1)C=O (S)-5-oxopyrrolidine-2-carbaldehyde